COCC=1C=C(C=CC1)C=1C=C2C(=CNC2=CC1)NC(=O)NC1=CC=C(C=C1)C(F)(F)F 1-(5-(3-(methoxymethyl)phenyl)-1H-indol-3-yl)-3-(4-(trifluoromethyl)phenyl)urea